N[C@@H](C(=O)NCC1=CC(=CC=C1)OC)CO (2R)-2-amino-3-hydroxy-N-[(3-methoxyphenyl)methyl]-propanamide